CC1NCCC2(C1)OCCC1=C2SC(=C1)C(F)(F)F 2'-methyl-2-(trifluoromethyl)spiro[4,5-dihydrothieno[2,3-C]pyran-7,4'-piperidine]